2-METHYLNAPHTHALENE-1-BORONIC ACID CC1=C(C2=CC=CC=C2C=C1)B(O)O